COC1=CC=C(C2=CC=CC=C21)Br Bromo-4-methoxynaphthalene